3-ethyl-6,7-dihydro-4H-benzothiophen-5-one C(C)C1=CSC2=C1CC(CC2)=O